CN1CCN(CC1)C1=CC(=NC=N1)C1=NNC(=C1C#CC1=CC(=CC=C1)S(N)(=O)=O)C 3-(6-(N-methylpiperazino)-pyrimidin-4-yl)-4-(3-sulfamoylphenylethynyl)-5-methyl-pyrazole